ClC=1C=C2CC(N(C2=CC1)[C@H](C(=O)N)C)=O (2S)-2-(5-chloro-2-oxo-2,3-dihydro-1H-indol-1-yl)propanamide